FC1=C(C=CC(=C1)C1=CC=C(C=C1)CCC)C1=CC(=C(C(=C1)F)F)F 2',3,4,5-tetrafluoro-4''-propyl-1,1':4',1''-terphenyl